CCl monomethylmonochloride